ClC1=C(C=C(C=C1)C(C(C(=O)OCC)(F)F)O)F ethyl 3-(4-chloro-3-fluorophenyl)-2,2-difluoro-3-hydroxypropanoate